CC1=C(C(=CC=C1)C(F)(F)F)COC=1C=NC(=NC1)N1C[C@H](OCC1)CNC(C)=O N-{[(2R)-4-(5-{[2-methyl-6-(trifluoromethyl)phenyl]methoxy}pyrimidin-2-yl)morpholin-2-yl]methyl}acetamide